CSC=1C=C(C=CC1)C1=NN2C(=NC=3C=CC=CC3C2=N1)NC=1C(N=CC=CC1)=O (3R)-3-({2-[3-(methylthio)phenyl][1,2,4]triazolo[1,5-c]quinazolin-5-yl}amino)azepin-2-one